1-(1-(5-fluoro-1H-pyrrolo[2,3-b]pyridin-3-yl)-6-oxo-1,6-dihydropyridazin-3-yl)piperidine-3-carboxylic acid FC=1C=C2C(=NC1)NC=C2N2N=C(C=CC2=O)N2CC(CCC2)C(=O)O